boron di(salicylic acid) C(C=1C(O)=CC=CC1)(=O)O.C(C=1C(O)=CC=CC1)(=O)O.[B]